[B-](F)(F)(F)F.CCOC(=O)/C(=N/OC(=[N+](C)C)N(C)C)/C#N O-((ethoxycarbonyl)cyanomethyleneamino)-N,N,N',N'-tetramethyluronium tetrafluoroborate